C(C)(C)(C)[C@@H]1C(N(CC1)[SiH3])(C)C.[K] potassium R-3-tert-butyl-dimethyl-silylpyrrolidin